COC(=O)C=1C=CC2=C(N(C=N2)CC2OCC2)C1 (oxetan-2-ylmethyl)-1H-benzo[d]Imidazole-6-carboxylic acid methyl ester